C1(=CC=CC=C1)C#CC#CC1=CC=CC=C1 (4-phenylbut-1,3-diynyl)benzene